C(C)OC(C(F)=C1CN(C1)C(C1=CC=CC=C1)C1=CC=CC=C1)=O 2-(1-Diphenylmethylazetidin-3-ylidene)-2-fluoroacetic acid ethyl ester